C(C1=CC=CC=C1)N1CCN(C2=CC=C(C=C12)OC)C(=O)NCCCl 4-benzyl-N-(2-chloroethyl)-6-methoxy-3,4-dihydroquinoxaline-1(2H)-formamide